CC=1C(=C2C(=NC1C(F)(F)F)CCC2C)N 3,5-Dimethyl-2-(trifluoromethyl)-6,7-dihydro-5H-cyclopenta[b]pyridin-4-amine